6-oxopyrimidin O=C1C=CN=CN1